CC1(OB(OC1(C)C)C1=C(C=CC=C1)NS(=O)(=O)C=1C=C(C(=O)NC2=CC(=C(C(=C2)F)F)F)C=CC1)C 3-(N-(2-(4,4,5,5-tetramethyl-1,3,2-dioxaborolan-2-yl)phenyl)sulfamoyl)-N-(3,4,5-trifluorophenyl)benzamide